3-[[5-(3,4-difluorophenyl)-6-(1-methoxycyclobutyl)-1H-pyrazolo[4,3-g]isoquinolin-8-yl]oxy]cyclobutanecarboxylic acid FC=1C=C(C=CC1F)C1=C(N=C(C2=CC3=C(C=C12)C=NN3)OC3CC(C3)C(=O)O)C3(CCC3)OC